dl-2-(2,6-dimethylphenyl)thienothienyl-5,6-diphenoxy-2,1,3-benzothiadiazole CC1=C(C(=CC=C1)C)C1=C(C2=C(C=CS2)S1)C1=C(C(=CC2=NSN=C21)OC2=CC=CC=C2)OC2=CC=CC=C2